2-(3,3-difluoropyrrolidine-1-carbonyl)-3,5-difluorobenzonitrile FC1(CN(CC1)C(=O)C1=C(C#N)C=C(C=C1F)F)F